C(CCCCCC)C=1OC=CC=CC1 Heptyl-(oxepine)